CN1C(CN(CC1)C)=O 1,4-Dimethylpiperazin-2-on